C(C)(C)C=1C=C(C=CC1)C1=NC(=NN1C)[C@H](C)N1C(OC2=C(C1=O)N=CC=C2OC)=O (S)-3-(1-(5-(3-isopropylphenyl)-1-methyl-1,2,4-triazol-3-yl)ethyl)-8-methoxy-2H-pyrido[2,3-e][1,3]oxazine-2,4(3H)-dione